ClC=1C=C2C=C(NC2=CC1OCC1=CC(=NO1)C)CNC([C@@H](C)O)=O (R)-N-((5-chloro-6-((3-methylisoxazol-5-yl)methoxy)-1H-indol-2-yl)methyl)-2-hydroxypropanamide